NC=1C2=C(N=CN1)N(C=C2C2=CC=C(C1=C2OCO1)NC(=O)C1=CC2=CC=CC=C2C=C1)[C@H]1CNCCC1 (R)-N-(7-(4-amino-7-(piperidin-3-yl)-7H-pyrrolo[2,3-d]pyrimidin-5-yl)benzo[d][1,3]dioxol-4-yl)-2-naphthamide